NC1=C(C(=O)NC23CCC(CC2)(CC3)O)C=C(C=N1)C1=CC=C(C=C1)[C@]13CN(C[C@@H]3C1)C1COC1 2-amino-N-(4-hydroxy-bicyclo[2.2.2]oct-1-yl)-5-(4-((1s,5r)-3-(oxetan-3-yl)-3-azabicyclo[3.1.0]hex-1-yl)phenyl)nicotinamide